CN1N=CC2=C(C=C(C=C12)C(F)(F)F)C1=NN(C=N1)/C=C(/C(=O)OC)\C=1C=NC=NC1 Methyl (E)-3-(3-(1-methyl-6-(trifluoromethyl)-1H-indazol-4-yl)-1H-1,2,4-triazole-1-yl)-2-(pyrimidin-5-yl)acrylate